l-2-amino-6-methylene-pimelic acid N[C@H](C(=O)O)CCCC(C(=O)O)=C